2-butyl-4-(3,5-difluoro-4-((1-(piperidin-4-ylmethyl)piperidin-4-yl)oxy)phenyl)-2,7-naphthyridin-1(2H)-one TFA salt OC(=O)C(F)(F)F.C(CCC)N1C(C2=CN=CC=C2C(=C1)C1=CC(=C(C(=C1)F)OC1CCN(CC1)CC1CCNCC1)F)=O